2-(cyanomethyl)-4-(2,6,8-trifluoro-7-(3-(methoxymethoxy)-8-((triisopropylsilyl)ethynyl)naphth-1-yl)quinazolin-4-yl)piperazine-1-carboxylate C(#N)CC1N(CCN(C1)C1=NC(=NC2=C(C(=C(C=C12)F)C1=CC(=CC2=CC=CC(=C12)C#C[Si](C(C)C)(C(C)C)C(C)C)OCOC)F)F)C(=O)[O-]